C1(CC1)C=1NC(=NN1)C1CC2(CN(C2)C(=O)N2CC3(C2)CN(C3)C3=NC=C(C=N3)C(F)(F)F)C1 [6-(5-cyclopropyl-4H-1,2,4-triazol-3-yl)-2-azaspiro[3.3]heptan-2-yl]-[6-[5-(trifluoromethyl)pyrimidin-2-yl]-2,6-diazaspiro[3.3]heptan-2-yl]methanone